C1(=C(C=CC=C1)N(C1=CC=2C(C3=CC=CC=C3C2C=C1)(C)C)C=1C=C(C=C(C1)C1=CC(=CC(=C1)C(C)(C)C)C(C)(C)C)C(C)(C)C)C1=CC=CC=C1 N-(1,1'-biphenyl-2-yl)-N-[(3,3',5'-tri-t-butyl)-1,1'-biphenyl-5-yl]-9,9-dimethyl-9H-fluorene-2-amine